(S)-3-(1-(2-Chloroacetyl)-2-(4-methyl-2-(methylamino)pentanoyl)hydrazinyl)-N-methylpropanamide ClCC(=O)N(NC([C@H](CC(C)C)NC)=O)CCC(=O)NC